3-amino-2-chloro-N-(1-ethyltetrazol-5-yl)-4-(trifluoromethoxy)benzamide NC=1C(=C(C(=O)NC2=NN=NN2CC)C=CC1OC(F)(F)F)Cl